C(CCCCCC)C1=CC=C(C=C1)O p-Heptyl-phenol